COC1=CC=C(C=C1)N1C(C(=CC=C1)C(=O)N)=O 1-(4-methoxyphenyl)-2-oxo-1,2-dihydropyridine-3-carboxamide